CC(C)N1C=NC2=C1C=CC=C2 1-(propan-2-yl)-1H-benzimidazol